pyridine-2,6-dithiol N1=C(C=CC=C1S)S